4-amino-2,6-dimethoxypyrimidine NC1=NC(=NC(=C1)OC)OC